(S)-2,2,2-trifluoro-1-phenylethylamine FC([C@H](C1=CC=CC=C1)N)(F)F